4-(p-acetoxyaminobenzenesulfonylamino)-6-methoxypyrimidine C(C)(=O)ONC1=CC=C(C=C1)S(=O)(=O)NC1=NC=NC(=C1)OC